1-(4-((1S,2R)-2-cyclohexyl-6-hydroxy-1,2,3,4-tetrahydronaphthalen-1-yl)-3,5-difluorophenyl)piperidine-4-carbaldehyde C1(CCCCC1)[C@@H]1[C@@H](C2=CC=C(C=C2CC1)O)C1=C(C=C(C=C1F)N1CCC(CC1)C=O)F